2-(2-fluoro-4-((5-oxo-4-(4-(trifluoromethyl)phenyl)-4,5-dihydro-1H-1,2,4-triazol-1-yl)methyl)phenoxy)-2-methylpropanoic acid FC1=C(OC(C(=O)O)(C)C)C=CC(=C1)CN1N=CN(C1=O)C1=CC=C(C=C1)C(F)(F)F